N-hydroxy-2-methyl-4-(4-(methylsulfonyl)benzyl)-3,4-dihydro-2H-benzo[b][1,4]oxazine-6-carboxamide ONC(=O)C1=CC2=C(OC(CN2CC2=CC=C(C=C2)S(=O)(=O)C)C)C=C1